N-(3-(pyridin-2-yl)isoquinolin-1-yl)pyridine-2-carboxamidine N1=C(C=CC=C1)C=1N=C(C2=CC=CC=C2C1)NC(=N)C1=NC=CC=C1